2-(1-methylpyrazol-4-yl)acetonitrile CN1N=CC(=C1)CC#N